4,4'-dibromodiphenylacetic acid C1=CC(=CC=C1C(C2=CC=C(C=C2)Br)C(=O)O)Br